(1R,3aS,10aR)-5-fluoro-1-{(1E,3ξ)-3-[3-(4-fluorophenyl)-3-oxetanyl]-3-hydroxy-1-propen-1-yl}-2,3,3a,9,10,10a-hexahydro-1H-benzo[b]cyclopenta[f]oxepin-6-carboxylic acid FC1=C(C=CC2=C1O[C@@H]1[C@H](CC2)[C@H](CC1)\C=C\C(O)C1(COC1)C1=CC=C(C=C1)F)C(=O)O